BrC1=CC=C(/C=C/[N+](=O)[O-])C=C1 trans-4-bromo-beta-nitrostyrene